COC(=O)C=1C(=CC=2N(C1)C=C(N2)C21COC(C2)(C1)COC)OC(C)C 7-isopropoxy-2-[1-(methoxymethyl)-2-oxabicyclo[2.1.1]Hex-4-yl]Imidazo[1,2-a]Pyridine-6-carboxylic acid methyl ester